BrCCCC(=O)OCCCCCCCCC=CCC=CCCCCC octadec-9,12-diene-1-yl 4-bromobutyrate